C[C@]1(COCC1)C(=O)NC=1SC(=CN1)C=1C=C2C=C(N=NC2=CC1)C (S)-3-methyl-N-(5-(3-methylcinnolin-6-yl)thiazol-2-yl)tetrahydrofuran-3-carboxamide